NC=1SC2=C(C1C#N)[C@@](CCC2)(C)C2=NC(=NO2)C2=NC(=NC=C2)N2[C@H](CN(CCC2)CC2CC2)C (4S)-2-amino-4-(3-{2-[(2S)-4-(cyclopropylmethyl)-2-methyl-1,4-diazepan-1-yl]pyrimidin-4-yl}-1,2,4-oxadiazol-5-yl)-4-methyl-4,5,6,7-tetrahydro-1-benzothiophene-3-carbonitrile